CN[C@@H](CC(C)C)C(=O)N1CC2(C[C@H]1C(=O)N)C(NC1=C(O2)C=CC=C1)=O (5'S)-1'-(methyl-L-leucyl)-3-oxo-3,4-dihydrospiro[benzo[b][1,4]oxazine-2,3'-pyrrolidine]-5'-carboxamide